N-tert-butyl-3-(2-(3-morpholinylamino)thieno[3,2-d]pyrimidin-7-yl)benzenesulfonamide C(C)(C)(C)NS(=O)(=O)C1=CC(=CC=C1)C1=CSC2=C1N=C(N=C2)NC2NCCOC2